BrC1=C(C=C(C(=O)N2CC=3N=C(N(C(C3C[C@H]2C)=O)C2=CC=C(C=C2)C2=NN=C(N2CC2=CC=C(C=C2)OC)C)Cl)C=C1)C(F)(F)F (R)-7-(4-bromo-3-(trifluoromethyl)benzoyl)-2-chloro-3-(4-(4-(4-methoxybenzyl)-5-methyl-4H-1,2,4-triazol-3-yl)phenyl)-6-methyl-5,6,7,8-tetrahydropyrido[3,4-d]pyrimidin-4(3H)-one